tert-Butyl 4-(3-Chloro-4-((1-(2,6-dioxopiperidin-3-yl)-2-oxo-1,2-dihydrobenzo[cd]indol-6-yl)methyl)-1H-pyrazol-1-yl)piperidine-1-carboxylate ClC1=NN(C=C1CC=1C=2C3=C(C(N(C3=CC1)C1C(NC(CC1)=O)=O)=O)C=CC2)C2CCN(CC2)C(=O)OC(C)(C)C